bis(t-butylperoxy)decane C(C)(C)(C)OOC(CCCCCCCCC)OOC(C)(C)C